2-(tert-butyl)-4-chloro-5-hydroxypyridazin C(C)(C)(C)N1NC=C(C(=C1)Cl)O